2-((R)-2,2-dimethyl-1,3-dioxolan-4-yl)acetic acid CC1(OC[C@H](O1)CC(=O)O)C